3-[(3s,4r)-3-{[(6-fluoro-1,3-benzothiazol-2-yl)amino]methyl}-4-methyl-2-azabicyclo[3.1.1]heptane-2-carbonyl]-4-(2H-1,2,3-triazol-2-yl)benzonitrile FC1=CC2=C(N=C(S2)NC[C@H]2N(C3CC([C@H]2C)C3)C(=O)C=3C=C(C#N)C=CC3N3N=CC=N3)C=C1